N1=C(N=CC=C1)OC=1C=C(C=CC1)C(=O)O 3-(2-pyrimidinyloxy)benzenecarboxylic acid